C(C)C=1C(=NC(=NC1C1=C(C(=CC(=C1C)C)C)C)NS(=O)(=O)C=1C=NN(C1)C)OC1=CC=C(C=C1)N1CCNCC1 N-[5-ethyl-4-(4-piperazin-1-ylphenoxy)-6-(2,3,5,6-tetramethylphenyl)pyrimidin-2-yl]-1-methyl-pyrazole-4-sulfonamide